[Zn+2].NCC(=O)[O-].NCC(=O)[O-] bisglycinate zinc